8-fluoro-2-((1-methyl-1H-pyrazol-3-yl)methyl)-6-(phenylthio)phthalazin-1(2H)-one FC=1C=C(C=C2C=NN(C(C12)=O)CC1=NN(C=C1)C)SC1=CC=CC=C1